ClC=1C(=NC(=NC1)NC)C1=CC=C2CN(C(C2=C1)=O)CC(=O)N[C@H](CO)C1=CC(=CC=C1)OC 2-{6-[5-chloro-2-(methylamino)-pyrimidin-4-yl]-1-oxo-2,3-dihydro-1H-isoindol-2-yl}-N-[(1S)-2-hydroxy-1-(3-methoxyphenyl)-ethyl]acetamide